C(N)(=O)C1=CC=C(C=C1)NC(=O)C=1C(NC=CC1NC1CCC(CC1)OC)=O N-(4-Carbamoylphenyl)-4-((4-methoxycyclohexyl)amino)-2-oxo-1,2-dihydropyridine-3-carboxamide